C(C)OC1=NC(=NC=C1C(=O)NC1=CC2=C(N=C(O2)C)C(=C1)F)N1CC2CNCC2C1 4-ethoxy-N-(4-fluoro-2-methyl-1,3-benzoxazol-6-yl)-2-{octahydropyrrolo[3,4-c]pyrrol-2-yl}pyrimidine-5-carboxamide